2-ethyl-hexyl alcohol C(C)C(CO)CCCC